1-bromo-4-(4-propylcyclohexen-1-yl)benzene BrC1=CC=C(C=C1)C1=CCC(CC1)CCC